FC=1C=C2C(=C(NC2=C(C1)F)C1=CC=C(C=C1)F)C1CC2(CC(C2)C(=O)OC)C1 methyl 6-(5,7-difluoro-2-(4-fluorophenyl)-1H-indol-3-yl)spiro[3.3]heptane-2-carboxylate